7-Bromo-N-(1,1-dioxido-2,3-dihydrothiophen-3-yl)-2-methoxyquinoline-3-carboxamide BrC1=CC=C2C=C(C(=NC2=C1)OC)C(=O)NC1CS(C=C1)(=O)=O